COC1=NC2=C(N1C(=O)NCCC1=CC=CC=C1)C=CC(=C2)C=2C=NC=CC2 2-methoxy-N-phenethyl-5-(pyridin-3-yl)-1H-benzo[d]imidazole-1-carboxamide